N1(CCOCC1)C1CCN(CC1)C1=CC=C(C=C1)NC=1N=CC2=C(N1)N(C(=C2)C2CC2)C2=CC=CC(=N2)N=S(=O)(C)C ((6-(2-((4-(4-(morpholine-4-yl)piperidin-1-yl)phenyl)amino)-6-cyclopropyl-7H-pyrrolo[2,3-d]pyrimidin-7-yl)pyridin-2-yl)imino)dimethyl-λ6-sulfanone